4-[1-(4-Fluoro-phenyl)-1H-[1,2,3]triazol-4-yl]-1-[2-(4-methoxy-phenyl)-ethyl]-piperidine FC1=CC=C(C=C1)N1N=NC(=C1)C1CCN(CC1)CCC1=CC=C(C=C1)OC